6-bromo-1H-3,1-benzoxazine-2,4-dione BrC=1C=CC2=C(C(OC(N2)=O)=O)C1